[Ir+3].C1(=CC=CC=C1)P(OCC1=C(C=C(C=C1)F)F)([O-])C1=CC=CC=C1.FC1=C(COP([O-])(C2=CC=CC=C2)C2=CC=CC=C2)C=CC(=C1)F.FC1=C(COP([O-])(C2=CC=CC=C2)C2=CC=CC=C2)C=CC(=C1)F (2,4-difluorobenzyl) diphenylphosphonite iridium (III)